N[C@@H](C)C=1N(C(C2=C(C=CC=C2C1)Cl)=O)C1=CC=CC=C1 (S)-3-(1-aminoethyl)-8-chloro-2-phenylisoquinoline-1(2H)-one